2-(3-(benzyloxy)-8-chloronaphthalen-1-yl)-4,4,5,5-tetramethyl-1,3,2-dioxaborolane C(C1=CC=CC=C1)OC=1C=C(C2=C(C=CC=C2C1)Cl)B1OC(C(O1)(C)C)(C)C